C(C)(C)(C)N(C(=O)OC(C)(C)C1=NC(=CC=C1)CN1N=NC(=C1)C1=NC(=NC2=C(C=CC=C12)Cl)N)CC1=C(C(=CC=C1N1N=C(C=C1)C(F)(F)F)OC)F 2-(6-{[4-(2-amino-8-chloroquinazolin-4-yl)-1H-1,2,3-triazol-1-yl]methyl}pyridin-2-yl)propan-2-ol tert-butyl-(2-fluoro-3-methoxy-6-(3-(trifluoromethyl)-1H-pyrazol-1-yl)benzyl)carbamate